COC(=O)C1=CC2=C(N=C(N2C[C@H]2OCC2)CC2=C(C=C(C=C2)C2=NC(=CC=C2)OCC2=C(C=C(C=C2)C#N)F)F)C=C1 2-[[4-[6-[(4-Cyano-2-fluoro-phenyl)methoxy]-2-pyridinyl]-2-fluoro-phenyl]methyl]-3-[[(2S)-oxetan-2-yl]methyl]benzimidazole-5-carboxylic acid methyl ester